Cl.BrC=1C=CC2=C([C@@H](CO2)N)C1 (S)-5-Bromo-2,3-dihydro-benzofuran-3-ylamine hydrochloride